FC1=C(C=CC=2C=3C(C(NC12)=O)=CN(N3)C)CO 6-fluoro-7-(hydroxymethyl)-2-methyl-2,5-dihydro-4H-pyrazolo[4,3-c]quinolin-4-one